benzyl N-benzyl-N-[[(2S,5R,6R)-5-(benzyloxycarbonylamino)-6-[[(1R,5S,6R,7R,8S)-7,8-dihydroxy-3-oxo-2,4-diazabicyclo[3.3.1]nonan-6-yl]oxy]tetrahydropyran-2-yl]methyl]carbamate C(C1=CC=CC=C1)N(C(OCC1=CC=CC=C1)=O)C[C@H]1O[C@@H]([C@@H](CC1)NC(=O)OCC1=CC=CC=C1)O[C@@H]1[C@H]2NC(N[C@@H]([C@@H]([C@H]1O)O)C2)=O